CC1=C2CCOC2=NC=2CN(CC12)C(CC1CN(C1)C=1C=NC=NC1)=O 1-(4-Methyl-2,3,5,7-tetrahydro-1-oxa-6,8-diaza-s-indacen-6-yl)-2-(1-pyrimidin-5-yl-azetidin-3-yl)-ethanone